(Z)-1-benzyl-3-((3,5-dimethyl-1H-pyrrol-2-yl)methylene)-N-(2-hydroxyethyl)-2-oxoindole-6-carboxamide C(C1=CC=CC=C1)N1C(\C(\C2=CC=C(C=C12)C(=O)NCCO)=C/C=1NC(=CC1C)C)=O